NC1=NC2=CC=C(C=C2N=C1Cl)C(=O)OC methyl 2-amino-3-chloroquinoxaline-6-carboxylate